[[4-(trifluoromethyl)phenyl]methyl]butanamide FC(C1=CC=C(C=C1)CC(C(=O)N)CC)(F)F